bis(trifluoromethyl)diaminobiphenyl-diamine FC(F)(F)C1=C(C=CC=C1)C1=C(C(=C(C(=C1C(F)(F)F)N)N)N)N